C1(CC1)C([C@@H](C(C=S(=O)(C)C)=O)NC(OC(C)(C)C)=O)C1CC1 tert-Butyl (S)-(1,1-dicyclopropyl-4-(dimethyl(oxo)-λ6-sulfaneylidene)-3-oxobutan-2-yl)carbamate